N1(C=NC=C1)C1=CC=C(CN(C=2OC=C(N2)CN(C)C)CC2=CC(=CC=C2)OC)C=C1 N-(4-(1H-imidazol-1-yl)benzyl)-4-((dimethylamino)methyl)-N-(3-methoxybenzyl)oxazol-2-amine